5-chloro-1'-(2-{4-fluoro-1-methyl-2-[(cis)-3-hydroxy-3-methylcyclobutyl]-1H-1,3-benzimidazol-6-yloxy}ethyl)spiro[indoline-3,4'-piperidin]-2-one ClC=1C=C2C(=CC1)NC(C21CCN(CC1)CCOC=1C=C(C2=C(N(C(=N2)C2CC(C2)(C)O)C)C1)F)=O